C(C)(C)C(C=C(C(=O)OCCCC)C(=O)OCCCC)CC di-n-butyl (2-isopropylbutylidene)malonate